tert-butyl (tertbutoxycarbonyl)(4-((tert-butoxycarbonyl)oxy)quinolin-2-yl)carbamate C(C)(C)(C)OC(=O)N(C(OC(C)(C)C)=O)C1=NC2=CC=CC=C2C(=C1)OC(=O)OC(C)(C)C